4,7,8-trifluoro-6-(5-(2-hydroxypropan-2-yl)pyrimidin-2-yl)-2-(((1R,3S)-3-((6-oxo-5-(trifluoromethyl)-1,6-dihydropyridazin-4-yl)oxy)cyclohexyl)methyl)isoquinolin-1(2H)-one FC1=CN(C(C2=C(C(=C(C=C12)C1=NC=C(C=N1)C(C)(C)O)F)F)=O)C[C@H]1C[C@H](CCC1)OC=1C=NNC(C1C(F)(F)F)=O